2-((6,7-Dichloro-2-(3-(piperidine-1-carbonyl)pyrazine-2-carbonyl)-10-(1H-pyrazol-4-yl)-1,2,3,4-tetrahydropyrazino[1,2-a]indol-9-yl)oxy)acetonitrile ClC1=C(C=C(C=2C(=C3N(C12)CCN(C3)C(=O)C3=NC=CN=C3C(=O)N3CCCCC3)C=3C=NNC3)OCC#N)Cl